O1CCC(CC1)N1N=C(C(=C1)C(=O)N)C(=O)N 1-(tetrahydro-2H-pyran-4-yl)-1H-pyrazole-3,4-dicarboxamide